ClC1=C(C(=CC=C1Cl)O)[C@H]1C[C@H]2CO[C@@H](C(N2CC1)=O)CO (3R,8R,9aS)-8-(2,3-dichloro-6-hydroxyphenyl)-3-(hydroxymethyl)-hexahydro-1H-pyrido[2,1-c][1,4]oxazin-4-one